Cl.N1=C2C(=CC(=C1)CN(C)C)CNC2 1-(6,7-Dihydro-5H-pyrrolo[3,4-b]pyridin-3-yl)-N,N-dimethylmethanamine hydrochloride